C(C)(C)(C)OC(NCC1=CC=C(C=C1)C=1N=C(SC1C)C(F)(F)F)=O.CN methanamine Tert-butyl-N-[[4-[5-methyl-2-(trifluoromethyl)thiazol-4-yl]phenyl]methyl]carbamate